C1=CC=CC=2C1=C1CC3=CC=CC=C3C1=CC2 11H-Benzo[a]fluorene